NC1=CC=C(C=C1)CCC(C(=O)O)(CCCC(=O)O)CCC1=CC=C(C=C1)N bis[2-(4-aminophenyl)ethyl]hexanedioic acid